1-(4-methoxy-4-oxobutyl)-2-oxocyclohexane-1-carboxylic acid methyl ester COC(=O)C1(C(CCCC1)=O)CCCC(=O)OC